C(CCC)NC=1C2=C(N=C(N1)NC1=C(C=C(C=C1)S(=O)(=O)N1CCC(CC1)N1CCOCC1)OC)NC=C2C(F)(F)F N4-butyl-N2-(2-methoxy-4-((4-morpholino-piperidin-1-yl)sulfonyl)phenyl)-5-(trifluoromethyl)-7H-pyrrolo[2,3-d]pyrimidine-2,4-diamine